C1(=CC=CC=C1)N1C[C@H](CC1)CN (R)-(1-phenylpyrrolidin-3-yl)methanamine